4-Methoxy-N-(1-(1-methyl-1H-pyrazol-5-yl)piperidin-4-yl)-N-(4-(trifluoro-methyl)phenyl)pyridin-3-amine COC1=C(C=NC=C1)N(C1=CC=C(C=C1)C(F)(F)F)C1CCN(CC1)C1=CC=NN1C